C(=O)(O)CN(CC(NC)=O)CCN(CCN(CC(=O)O)CC(=O)NC)CC(=O)O 5,8-Bis(carboxymethyl)-11-[2-(methylamino)-2-oxoethyl]-3-oxo-2,5,8,11-tetrazatridecan-13-oic acid